(R)-1-((S)-3-((tertbutyldimethylsilyl)oxy)pyrrolidin-1-yl)propan-2-ol C(C)(C)(C)[Si](O[C@@H]1CN(CC1)C[C@@H](C)O)(C)C